NC1=C(C=C(C=N1)NC(C(=O)N1[C@H](CN([C@@H](C1)C)C(=O)C1(CC1)C)C1=CC(=C(C=C1)F)F)=O)C1CC1 N-(6-amino-5-cyclopropylpyridin-3-yl)-2-((2S,5R)-2-(3,4-difluorophenyl)-5-methyl-4-(1-methylcyclopropanecarbonyl)piperazin-1-yl)-2-oxoacetamide